C(#N)C=1C=C(C=CC1CN1C(=NC=C1)C(C)C)C1=C(SC(=C1)CC(C)C)S(=O)(=O)N 3-(3-cyano-4-((2-isopropyl-1H-imidazol-1-yl)methyl)phenyl)-5-isobutylthiophene-2-sulfonamide